(R)-7-(3-methoxyphenyl)-4,5,6,7-tetrahydropyrazolo[1,5-a]pyrimidine-3-carbonitrile COC=1C=C(C=CC1)[C@H]1CCNC=2N1N=CC2C#N